2-[(4-{6-[(4-chloro-2-fluorobenzyl)oxy]pyridin-2-yl}piperidin-1-yl)methyl]-1-(2,2-difluoropropyl)-1H-benzimidazole-6-carboxylic acid ClC1=CC(=C(COC2=CC=CC(=N2)C2CCN(CC2)CC2=NC3=C(N2CC(C)(F)F)C=C(C=C3)C(=O)O)C=C1)F